pyrazolo-cyclononan-4-one N1N=CC2=C1CCCCCCC2=O